3,3-difluoropropyl-4-methylbenzenesulfonate FC(CCOS(=O)(=O)C1=CC=C(C=C1)C)F